FC(CNCC=1C=CC=2N(C1)C=C(N2)CNC(=O)C=2N=C1N(C(C2)=O)C=CC=C1)(C)C N-[(6-{[(2-fluoro-2-methylpropyl)amino]methyl}imidazo[1,2-a]pyridin-2-yl)methyl]-4-oxo-4H-pyrido[1,2-a]pyrimidine-2-carboxamide